C(C1=CC=CC=C1)OC=1C(C(=CN2C1C(N1[C@H](C=C[C@]([C@H]2C1)(C)O)C)=O)C(=O)NCC1=C(C=C(C=C1F)F)F)=O (3S,6S,7R)-12-(benzyloxy)-6-hydroxy-3,6-dimethyl-1,11-dioxo-N-(2,4,6-trifluorobenzyl)-1,6,7,11-tetrahydro-3H-2,7-methanopyrido[1,2-a][1,4]diazonine-10-carboxamide